C=C(C)C=1C(=NC=CC1)C(=O)N (prop-1-en-2-yl)picolinamide